tert-butyl ((4-methyl-2-(((2R*,3R*)-2-(3-oxopropyl)tetrahydrofuran-3-yl)oxy)phenyl)sulfonyl)-L-prolinate CC1=CC(=C(C=C1)S(=O)(=O)N1[C@@H](CCC1)C(=O)OC(C)(C)C)O[C@H]1[C@H](OCC1)CCC=O |o1:23,24|